COC1=C(CNC2=NC=NC3=C2N=C(N=C3)C=3C=C(C=CC3)C#C[C@@]3(CCC=2C3=NC=CC2)O)C=CC(=C1)OC (R)-7-((3-(8-((2,4-Dimethoxybenzyl)amino)pyrimido[5,4-d]pyrimidin-2-yl)phenyl)ethynyl)-6,7-dihydro-5H-cyclopenta[b]pyridin-7-ol